8-(4-Chloro-2-methylphenyl)-9-(4-(difluoro(1-(3-fluoropropyl)azetidin-3-yl)methyl)phenyl)-6,7-dihydro-5H-benzo[7]annulen ClC1=CC(=C(C=C1)C=1CCCC2=C(C1C1=CC=C(C=C1)C(C1CN(C1)CCCF)(F)F)C=CC=C2)C